3,4-Dimethoxycinnamoyl-valine COC=1C=C(C=CC(=O)N[C@@H](C(C)C)C(=O)O)C=CC1OC